N1=CN=C2N(C=NC2=C1)C1OCC(C1CC(=O)[O-])CC(=O)[O-] 9H-purin-9-yl-tetrahydrofuran-3,4-diacetate